ClC=1C(=C(C(=C2C=CC=CC12)C=1C(=CC=C2C=CC=CC12)O)O)Cl dichloro-[1,1'-binaphthyl]-2,2'-diol